FC(C=1C=C(C=CC1)C#CCO)F 3-(3-(difluoromethyl)phenyl)prop-2-yne-1-ol